COC(C1=CN=C(C=C1)N[C@H]1CN([C@@H](C1)C(N)=O)C(=O)OC(C)(C)C)=O 6-(((3R,5S)-1-(tert-Butoxycarbonyl)-5-carbamoyl-pyrrolidin-3-yl)amino)nicotinic acid methyl ester